2-(6-Azaspiro[2.5]octan-6-yl)-4-(S-cyclopropylsulfonimidoyl)-N-(4-methyl-6-((2R)-2-methyl-4-morpholinyl)-2-pyridinyl)benzamide C1CC12CCN(CC2)C2=C(C(=O)NC1=NC(=CC(=C1)C)N1C[C@H](OCC1)C)C=CC(=C2)S(=O)(=N)C2CC2